(S)-N-((3-(5-(3-pyridinyl)thiophen-2-yl)-2-oxo-5-oxazolidinyl)methyl)acetamide N1=CC(=CC=C1)C1=CC=C(S1)N1C(O[C@H](C1)CNC(C)=O)=O